2-((S)-1-(4-(6-((2,5-difluorobenzyl)oxy)pyridine-2-yl)piperidin-1-yl)ethyl)-1-(((S)-oxetan-2-yl)methyl)-1H-benzo[d]imidazole-6-carboxylic acid Isopropyl ester C(C)(C)OC(=O)C=1C=CC2=C(N(C(=N2)[C@H](C)N2CCC(CC2)C2=NC(=CC=C2)OCC2=C(C=CC(=C2)F)F)C[C@H]2OCC2)C1